ethylenebisricinoleic acid C(CCCCCCC[C@H](C\C=C/CCCCCCCC(=O)O)O)CCCCCC[C@H](C\C=C/CCCCCCCC(=O)O)O